2-(4-(8-((3-chloro-4-(4-(2-(dimethylamino)ethyl)piperazine-1-carbonyl)phenyl)amino)imidazo[1,2-a]pyrazin-3-yl)-2,3-difluorophenoxy)acetonitrile ClC=1C=C(C=CC1C(=O)N1CCN(CC1)CCN(C)C)NC=1C=2N(C=CN1)C(=CN2)C2=C(C(=C(OCC#N)C=C2)F)F